C(C)(C)(C)OC(=O)C1=CC=NC2=CC=C(C=C12)N1[C@H](CCC1)C1CC1 |r| Rac-(R)-6-(2-cyclopropylpyrrolidin-1-yl)quinoline-4-carboxylic acid tert-butyl ester